C(C)(C)(C)[S@@](=O)NC(C=1C=CC2=C(N=C(O2)[C@H](C2CCC(CC2)(F)F)NC(OC(C)(C)C)=O)C1)C1CC1 tert-butyl ((1S)-(5-((((R)-tert-butylsulfinyl)amino)(cyclopropyl)methyl)benzo-[d]oxazol-2-yl)(4,4-difluorocyclohexyl)methyl)carbamate